4-[3-(2-hydroxyphenyl)-5-methylthieno[2,3-c]pyridazin-6-yl]piperidine-1-carboximidamide OC1=C(C=CC=C1)C1=CC2=C(N=N1)SC(=C2C)C2CCN(CC2)C(N)=N